C1CN(CCC12CCNCC2)CC2=CC=C(C=C2)C2=CC1=C(N=CN=C1C=1C(=C(C=C(C1)F)NC(C1=C(C=C(C=C1)C(C)(C)O)F)=O)C)N2 N-(3-(6-(4-(3,9-diazaspiro[5.5]undec-3-ylmethyl)phenyl)-7H-pyrrolo[2,3-d]pyrimidin-4-yl)-5-fluoro-2-methylphenyl)-2-fluoro-4-(2-hydroxy-propan-2-yl)benzamide